(E)-3,4',5-trimethoxystilbene COC=1C=C(C=C(C1)OC)\C=C\C1=CC=C(C=C1)OC